NC1=CC(=C(C=C1)CN1C[C@H](CCC1)[C@](CO)(C)O)OC(F)F (2s)-2-[(3s)-1-{[4-amino-2-(difluoromethoxy)phenyl]methyl}piperidin-3-yl]propane-1,2-diol